[H-].[O-]CC.CO[Al+2]OC dimethoxyaluminum ethoxide hydride